CN(C1=CNC2=CC=CC=C12)C 3-dimethylamino-1H-indole